4-(benzyloxy)-N-butylaniline C(C1=CC=CC=C1)OC1=CC=C(NCCCC)C=C1